11-[3-(3,3-dicyclopropylpropoxy)-1H-pyrazol-1-yl]-7,7-dimethyl-17λ6-thia-2,8,10,16,22-pentaazatetracyclo[16.3.1.15,8.09,14]tricosa-1(22),9,11,13,18,20-hexaene-15,17,17-trione C1(CC1)C(CCOC1=NN(C=C1)C=1N=C2N3C(CC(CCNC=4C=CC=C(S(NC(C2=CC1)=O)(=O)=O)N4)C3)(C)C)C3CC3